FC(C1=NN=C(S1)C1=NC=C2N1C=C(C=C2N2C[C@@H](O[C@@H](C2)C)C(=O)N)S(NC2(CC2)C)(=O)=O)F |o1:18,20| rel-(2R,6R)-4-(3-(5-(difluoromethyl)-1,3,4-thiadiazol-2-yl)-6-(N-(1-methylcyclopropyl)sulfamoyl)imidazo[1,5-a]pyridin-8-yl)-6-methylmorpholine-2-carboxamide